2-ethylhexyl (6-mercaptohexanoate) SCCCCCC(=O)OCC(CCCC)CC